CC1CCC2C(C2C1)(C)C 4,7,7-trimethylbicyclo[4.1.0]heptane